4-(4-(benzyloxy)-3-isopropylbenzyl)-3,5-dimethylphenol C(C1=CC=CC=C1)OC1=C(C=C(CC2=C(C=C(C=C2C)O)C)C=C1)C(C)C